C(C)(C)(C)C=1C=C(C=C(C1O)C(C)(C)C)CCC(=O)NCCCCCCN 3-(3',5'-di-t-butyl-4'-hydroxyphenyl)propionylhexamethylenediamine